ethyl 7-(6-oxaspiro[3.4]octan-2-yl)-5,6,7,8-tetrahydro-1,7-naphthyridine-3-carboxylate C1C(CC12COCC2)N2CCC=1C=C(C=NC1C2)C(=O)OCC